OCC(C)(C)NC(=O)C=1C=2C[C@H]3[C@@H](C2N(N1)C1=NC=C(C=C1)C1=CC=C(C=C1)OC)C3 (1aS,5aS)-2-[5-(4-Methoxy-phenyl)-pyridin-2-yl]-1a,2,5,5a-tetrahydro-1H-2,3-diaza-cyclopropa[a]pentalene-4-carboxylic acid (2-hydroxy-1,1-dimethylethyl)-amide